CC1=CN(CO1)CCC=1C=C2CC(NC2=CC1)=O 5-methyl-3-(2-(2-oxoindolin-5-yl)ethyl)oxazole